zinc oxide [O-2].[Zn+2]